trimethylammonium hydroxide acrylate C(C=C)(=O)[O-].[OH-].C[NH+](C)C.C[NH+](C)C